tert-butyl-((2-(2,6-dioxopiperidin-3-yl)-1,3-dioxoisoindolin-4-yl)glycine) C(C)(C)(C)N(CC(=O)O)C1=C2C(N(C(C2=CC=C1)=O)C1C(NC(CC1)=O)=O)=O